chloro-4-fluoro-1-((2-(trimethylsilyl)ethoxy)methyl)-1H-indazole ClC1=NN(C2=CC=CC(=C12)F)COCC[Si](C)(C)C